O=S1(N=C[C@H]2N(C3=C1C=CC=C3)CCC2)=O (S)-5,5-Dioxido-7a,8,9,10-tetrahydrobenzo[f]pyrrolo[2,1-d][1,2,5]thiadiazepin